NC1=NN2C(N=C(C(=C2Cl)F)Cl)=C1C(=O)OCC ethyl 2-amino-5,7-dichloro-6-fluoropyrazolo[1,5-a]pyrimidine-3-carboxylate